FC=1C=2N(C=C(C1)NC(=O)C1=NC=C(N=C1)N1CC3C(C3C1)N1CCCC1)C=C(N2)C N-(8-Fluoro-2-methyl-imidazo[1,2-a]pyridin-6-yl)-5-(6-pyrrolidin-1-yl-3-azabicyclo[3.1.0]hexan-3-yl)pyrazine-2-carboxamide